methyl-N1-[3-(trifluoromethyl)phenyl]cyclopropane-1,1-dicarboxamide CC1C(C1)(C(=O)NC1=CC(=CC=C1)C(F)(F)F)C(=O)N